CN(CC(=O)N1CCC2(CN(C(N2CC2=CC(=CC=C2)OC)=O)C2=NC(=C(C=C2)C=2C=NNC2)OC)CC1)C 8-(2-(dimethylamino)acetyl)-3-(6-methoxy-5-(1H-pyrazol-4-yl)pyridin-2-yl)-1-(3-methoxybenzyl)-1,3,8-triazaspiro[4.5]decan-2-one